BrC1=C(C(=C(C=C1)I)Cl)I 1-bromo-3-chloro-2,4-diiodobenzene